C(C)(C)(C)C1=CC(=NO1)NC(=O)NC1=CC=C(C=C1)N1C=NC2=C1C=C(C(=C2)OC)OC 1-(5-tert-butyl-isoxazol-3-yl)-3-[4-(5,6-dimethoxyl-benzimidazol-1-yl)-phenyl]-urea